6-(5-(3-((4-Oxo-7-(pyridin-3-yl)-3,4-dihydrophthalazin-1-yl)methyl)benzoyl)-2,5-diazabicyclo[2.2.1]heptan-2-yl)nicotinonitrile O=C1NN=C(C2=CC(=CC=C12)C=1C=NC=CC1)CC=1C=C(C(=O)N2C3CN(C(C2)C3)C3=NC=C(C#N)C=C3)C=CC1